C(C)(=O)C1=CC=C(OCC2CCN(CC2)C(=O)[C@H](CC(C)C)N2C([C@@H](NCC2)CC(C)C)=O)C=C1 (S)-1-[(S)-1-({4-[(p-Acetylphenoxy)methyl]-1-piperidyl}carbonyl)-3-methylbutyl]-3-isobutyl-2-piperazinone